1,4,7,10,13,16,21,24-octaazapentacyclo[8.8.8.24,7.213,16.221,24]dotriacontane N12CCN3CCN(CCN(CCN4CCN(CC1)CC4)CCN4CCN(CC2)CC4)CC3